OCCN(CCCCCCCC(=O)OC(CCCCCCCC)CCCCCCCC)CCCCCC(OCCCCCCCCCCC)=O heptadecan-9-yl 8-((2-hydroxy ethyl) (6-oxo-6-(undecyloxy)hexyl)amino)octanoate